NC(CCN(NC([C@H](CC(C)C)NC(=O)OCC1=CC=CC=C1)=O)C(=O)OC1=CC=C(C=C1)F)=O (S)-4-fluorophenyl 1-(3-amino-3-oxopropyl)-2-(2-(((benzyloxy)carbonyl)amino)-4-methylpentanoyl)hydrazinecarboxylate